(tert-Butoxycarbonyl)-11,11-difluoro-2,3,4,7,8,9,10,11-octahydro-1H-pyrido[4',3':3,4]pyrazolo[1,5-a]azepine-8-carboxylic acid C(C)(C)(C)OC(=O)C1NCCC2=NN3C(C(CCC(C3)C(=O)O)(F)F)=C21